C[C@@H](COCC(=O)OCC=C)CC |r| (+-)-allyl (2-methylbutoxy)acetate